4-((4-Cyclopropylnaphthalen-1-yl)amino)-7-fluoroquinazolin-2-thiol C1(CC1)C1=CC=C(C2=CC=CC=C12)NC1=NC(=NC2=CC(=CC=C12)F)S